6-bromo-1-isopropyl-2-(4-(methylsulfonyl)benzyl)-1H-benzo[d]imidazole BrC=1C=CC2=C(N(C(=N2)CC2=CC=C(C=C2)S(=O)(=O)C)C(C)C)C1